BrC=1C=C(CC2=C3C(C(=O)NC3=O)=CC=C2)C=CC1 (3-bromobenzyl)phthalimide